NC1=C(C=2C(=NC(=CN2)C#CC=2C=NC=CC2)N1C1=C(C=CC(=C1)OCOC)C)C#N 6-amino-5-[5-(methoxymethoxy)-2-methyl-phenyl]-3-[2-(3-pyridyl)ethynyl]pyrrolo[2,3-b]pyrazine-7-carbonitrile